pyromellitic acid diimine C(C=1C(C(=O)O)=CC(C(=O)O)=C(C(O)=N)C1)(O)=N